2-(2-(pyridin-3-yl)phenoxy)-1,6-naphthyridine N1=CC(=CC=C1)C1=C(OC2=NC3=CC=NC=C3C=C2)C=CC=C1